N1(CCCCC1)CCCCN(CCOC=1C=C(C=CC1)C(=O)N1CCCC1)C1=NC(=NC2=CC=CC=C12)N1CCCCC1 (3-(2-((4-(piperidin-1-yl)butyl)(2-(piperidin-1-yl)quinazolin-4-yl)amino)ethoxy)phenyl)(pyrrolidin-1-yl)methanone